COCCN(C1=CNC=CC=C1)C N-(2-methoxyethyl)-N-methylazepin-3-amine